(4-fluoro-3-(6-(((3aR,6aS)-hexahydropyrrolo[3,4-c]pyrrol-2(1H)-yl)methyl)benzo[b]thiophene-2-carboxamido)phenyl)-2,3-dihydrobenzo[b][1,4]dioxine-6-carboxamide FC1=C(C=C(C=C1)C1COC2=C(O1)C=CC(=C2)C(=O)N)NC(=O)C2=CC1=C(S2)C=C(C=C1)CN1C[C@@H]2CNC[C@@H]2C1